NC=1C(=NC(=NC1)NC(C)(C)C)NC1CCN(CC1)C(=O)OC(C)(C)C tert-Butyl 4-((5-amino-2-(tert-butylamino)pyrimidin-4-yl)amino)piperidine-1-carboxylate